(5-bromo-6-(2-chloro-5-fluorobenzoyl)-3-oxo-4-((2-(trimethylsilyl)ethoxy)methyl)-3,4-dihydrospiro[benzo[1,4]oxazine-2,1'-cyclopropan]-7-yl)-3-fluoro-5-(trifluoromethyl)benzamide BrC1=C(C(=CC2=C1N(C(C1(CC1)O2)=O)COCC[Si](C)(C)C)C2=C(C(=O)N)C=C(C=C2F)C(F)(F)F)C(C2=C(C=CC(=C2)F)Cl)=O